6-(2-hydroxyethoxy)pyridine-3-carboxamide OCCOC1=CC=C(C=N1)C(=O)N